N-{6-[3-benzyl-1-(4-hydroxycarbamoylbenzyl)-1H-pyrazol-5-yl]benzo[d]thiazol-2-yl}-4-methylbenzamide C(C1=CC=CC=C1)C1=NN(C(=C1)C1=CC2=C(N=C(S2)NC(C2=CC=C(C=C2)C)=O)C=C1)CC1=CC=C(C=C1)C(NO)=O